C(C)(=O)NCCC(=O)N1C(CC(C1)F)C(=O)NC(C1=CC=C(C=C1)C(C)C)C1=CC=CC=C1 1-(3-acetamidopropanoyl)-4-fluoro-N-{phenyl[4-(propan-2-yl)phenyl]methyl}pyrrolidine-2-carboxamide